biscresol fluorenedimethacrylate C=1(C(=CC=C2C3=CC=CC=C3CC12)CC(C(=O)O)=C)CC(C(=O)O)=C.C1(=CC=CC=C1O)C.C1(=CC=CC=C1O)C